C[Si]1(C2=C(C3=CC4=C(C5=C(O4)C(=CC=C5)C5=NC=C(C(=C5)C([2H])([2H])[2H])C([2H])([2H])[2H])C=C31)C=CC=C2)C 2-(11,11-dimethyl-11H-benzo[b]benzo[4,5]silolo[2,3-f]benzofuran-4-yl)-4,5-bis(methyl-d3)pyridine